1-(2-Amino-5-chloro-4-fluorophenyl)-2-azidopropan-1-one NC1=C(C=C(C(=C1)F)Cl)C(C(C)N=[N+]=[N-])=O